4-Bromophenyl chlorosulfate S(=O)(=O)(OC1=CC=C(C=C1)Br)Cl